ClC1=CC=C([C@@H](C)N)C=C1 |r| rac-4-chloro-alpha-methylbenzylamine